(2S,4R)-4-(2-(2-(2-(2-azidoethoxy)ethoxy)ethoxy)ethoxy)-1-(tert-butoxycarbonyl)pyrrolidine-2-carboxylic acid N(=[N+]=[N-])CCOCCOCCOCCO[C@@H]1C[C@H](N(C1)C(=O)OC(C)(C)C)C(=O)O